N-[4-[4-(3,5-dichlorophenyl)piperazin-1-yl]sulfonylphenyl]-2-[methyl(methylsulfonyl)amino]benzamide ClC=1C=C(C=C(C1)Cl)N1CCN(CC1)S(=O)(=O)C1=CC=C(C=C1)NC(C1=C(C=CC=C1)N(S(=O)(=O)C)C)=O